Cl.NC/C(/COC1=CC(=C(C#N)C=C1)C)=C\F (E)-4-((2-(aminomethyl)-3-fluoroallyl)oxy)-2-methylbenzonitrile hydrochloride